C1(CC1)C1=NC(=NC=C1)CCNC(=O)[C@H]1N(C[C@@H](C1)O)C([C@H](C(C)(C)C)N1N=NC(=C1)C1CC1)=O (2S,4R)-N-[2-(4-cyclopropylpyrimidin-2-yl)ethyl]-1-[(2S)-2-(4-cyclopropyltriazol-1-yl)-3,3-dimethyl-butanoyl]-4-hydroxy-pyrrolidine-2-carboxamide